N(C1=CC=CC=C1)N=C(C1=CC=CC=C1)NC1=CC=CC=C1 N'-anilino-N-phenyl-benzamidine